FC=1C(=NC(=NC1)C1=CNC2=NC=C(C=C21)F)NC2NC(CC1=CC=CC=C21)C(=O)O ((5-fluoro-2-(5-fluoro-1H-pyrrolo[2,3-b]pyridin-3-yl)pyrimidin-4-yl)amino)-1,2,3,4-tetrahydroisoquinoline-3-carboxylic acid